methyl (7S)-3-[2-(4-cyclopropylpiperazin-1-yl)ethyl]-7-methyl-2-[2-(1H-pyrazol-1-yl)ethyl]-3H,6H,7H,8H,9H-imidazo[4,5-f]quinoline-6-carboxylate C1(CC1)N1CCN(CC1)CCN1C(=NC2=C3CC[C@@H](N(C3=CC=C21)C(=O)OC)C)CCN2N=CC=C2